5-chloro-1-(oxetan-3-yl)-3-(4-piperidinyl)indole methyl-4-(bromomethyl)-2-methoxybenzoate COC(C1=C(C=C(C=C1)CBr)OC)=O.ClC=1C=C2C(=CN(C2=CC1)C1COC1)C1CCNCC1